CC1=CNC=2N=NC=CC21 5-methyl-7H-pyrrolo[2,3-c]pyridazine